5-chloro-4-(3-phenylmorpholin-4-yl)-2-(4-pyridinyl)-1H-pyrimidin-6-one ClC1=C(N=C(NC1=O)C1=CC=NC=C1)N1C(COCC1)C1=CC=CC=C1